2-(5-{[(1S,2S,3R,5R)-2-fluoro-8-azabicyclo[3.2.1]octan-3-yl](methyl)amino}pyrazin-2-yl)-5-[1-(oxetan-3-yl)-1H-pyrazol-4-yl]phenol F[C@H]1[C@@H]2CC[C@H](C[C@H]1N(C=1N=CC(=NC1)C1=C(C=C(C=C1)C=1C=NN(C1)C1COC1)O)C)N2